C(C)C1=C(C=C(C=C1)C(C)(C)C=1NC2=CC=CC=C2C1C(=O)O)N1CCN(CC1)N1CCOCC1 2-(4-ethyl-3-(4-morpholinyl-1-piperazinyl)phenyl-isopropyl)-3-indolecarboxylic acid